N=1N(N=NC1)C1=CC=C(C=C1)O 4-(2h-tetrazol-2-yl)phenol